OCC(CO)N1C(NC(=CC1=O)N[C@@H](C)C1=CC=CC=C1)=O (S)-3-(1,3-dihydroxypropan-2-yl)-6-((1-phenylethyl)amino)pyrimidine-2,4(1h,3h)-dione